4-bromo-aniline BrC1=CC=C(N)C=C1